N-(2-Cyclopropylethyl)-4-phenyl-1H-imidazole-1-carboxamide C1(CC1)CCNC(=O)N1C=NC(=C1)C1=CC=CC=C1